Methyl 2-(2-(1,1-difluoroethyl)-4-fluorophenyl)-3-(4-((1-(3-fluoropropyl)azetidin-3-yl)oxy)phenoxy)benzo[b]thiophene-6-carboxylate FC(C)(F)C1=C(C=CC(=C1)F)C1=C(C2=C(S1)C=C(C=C2)C(=O)OC)OC2=CC=C(C=C2)OC2CN(C2)CCCF